C(C)(C)(C)OC(=O)N1C(CC(CC1)C(F)(F)F)C1=NC=CC=C1C1OCCO1.C(=O)C=1C(=NC=CC1)C1N(CCC(C1)C(F)(F)F)C(=O)OC(C)(C)C tert-Butyl 2-(3-formylpyridin-2-yl)-4-(trifluoromethyl)piperidine-1-carboxylate tert-butyl-2-(3-(1,3-dioxolan-2-yl)pyridin-2-yl)-4-(trifluoromethyl)piperidine-1-carboxylate